C1(=CC=CC=C1)C1=NNC=C1CN (3-Phenyl-1H-pyrazol-4-yl)methylamine